NC1=CC=C(OC(OC2=CC=C(C=C2)N)[SiH2]CCCCCCCCCCCC)C=C1 bis(4-aminophenoxy)methyl-dodecyl-silane